S(=O)([O-])S(=O)[O-] anti-dithionite